N1CC(C1)N(C=1C=CC(=NC1F)C(=O)OC)C Methyl 5-(azetidin-3-yl (methyl) amino)-6-fluoro-picolinate